N1=C2N(N=C1S)CC=C2 5H-pyrrolo[1,2-b][1,2,4]triazole-2-thiol